NC1=CC=C(CC2C(C3=CC=C(C=C3CC2)O[Si](C)(C)C(C)(C)C)=O)C=C1 2-(4-aminobenzyl)-6-((tert-butyldimethylsilyl)oxy)-3,4-dihydronaphthalen-1(2H)-one